1-[7-[[4-chloro-5-(trifluoromethyl)pyrimidin-2-yl]amino]-6-ethyl-3,4-dihydro-1H-isoquinolin-2-yl]-2,2,2-trifluoro-ethanone ClC1=NC(=NC=C1C(F)(F)F)NC1=C(C=C2CCN(CC2=C1)C(C(F)(F)F)=O)CC